1-chloro-1,1,2,2-tetramethyl-2-(2-methyl-4-phenyl-1,5,6,7-tetrahydro-s-indacen-1-yl)disilane Cl[Si]([Si](C1C(=CC2=C(C=3CCCC3C=C12)C1=CC=CC=C1)C)(C)C)(C)C